C1(CC1)N1C[C@@]2(CCN(C2)C2=CC=C(C=N2)C=2C=3N(C=C(C2)OCC)N=CC3C#N)CCC1 (S)-4-(6-(7-cyclopropyl-2,7-diazaspiro[4.5]dec-2-yl)pyridin-3-yl)-6-ethoxypyrazolo[1,5-a]pyridine-3-carbonitrile